C(C)OC(CN1C(N(C=2N=C(N(C2C1=O)C1=CC=C(C=C1)Cl)C1=C(C=C(C=C1)F)F)COCC[Si](C)(C)C)=O)=O.CC(C)(C)ON=S=O 2-methyl-2-(sulfinylamino)oxypropane Ethyl-2-[7-(4-chlorophenyl)-8-(2,4-difluorophenyl)-2,6-dioxo-3-[[2-(trimethylsilyl)ethoxy]methyl]purin-1-yl]acetate